N-(2-methoxy-4-(1-phenylcyclopentane-1-carboxamido)phenyl)-6-chloro-pyridine-2-carboxamide COC1=C(C=CC(=C1)NC(=O)C1(CCCC1)C1=CC=CC=C1)NC(=O)C1=NC(=CC=C1)Cl